4-chloro-2-(1-chloroethyl)-6-methylthieno[2,3-d]pyrimidine ClC=1C2=C(N=C(N1)C(C)Cl)SC(=C2)C